(S)-7-amino-1-(oxazol-2-yl)-7-(5-(quinoline-6-yl)-1H-imidazol-2-yl)heptan-1-one N[C@@H](CCCCCC(=O)C=1OC=CN1)C=1NC(=CN1)C=1C=C2C=CC=NC2=CC1